4-(7-(5-chloro-2-methylphenyl)-5-(pyridin-2-yl)-7H-pyrrolo[2,3-d]pyrimidin-4-yl)-3-methylpiperazine-1-carboxylic acid tert-butyl ester C(C)(C)(C)OC(=O)N1CC(N(CC1)C=1C2=C(N=CN1)N(C=C2C2=NC=CC=C2)C2=C(C=CC(=C2)Cl)C)C